CN1N=C(C(=C1)C(C)O)C(F)(F)F (1-methyl-3-(trifluoromethyl)-1H-pyrazol-4-yl)ethan-1-ol